CC=1C=C(C=C2C(NC(=NC12)C=1C=C2C(=CN1)SC=C2)=O)OCCCC2=CC=NC=C2 8-methyl-6-(3-pyridin-4-yl-propoxy)-2-thieno[2,3-c]pyridin-5-yl-3H-quinazolin-4-one